ClC=1C=C(C(=O)O)C=C(C1)S(=O)(=O)CCO 3-chloro-5-((2-hydroxyethyl)sulfonyl)benzoic acid